(5RS)-3-[2-(3-chloro-2-fluoro-phenoxy)pyrrolo[1,2-b]pyridazin-3-yl]-5-[(2,4-dimethylphenyl)methyl]-5,6-dihydro-4H-1,2,4-oxadiazine ClC=1C(=C(OC=2C(=CC=3N(N2)C=CC3)C3=NOC[C@H](N3)CC3=C(C=C(C=C3)C)C)C=CC1)F |r|